ClC1=C(C(=C(C=C1)C1=NN=C(S1)CN1C2(CC2)C(N(C1=O)CC(F)(F)F)=O)F)O 4-((5-(4-chloro-2-fluoro-3-hydroxyphenyl)-1,3,4-thiadiazol-2-yl)methyl)-6-(2,2,2-trifluoroethyl)-4,6-diazaspiro[2.4]heptane-5,7-dione